ClC=1C(=C(N2N=C(N=CC21)N[C@H]2[C@H](CN(CC2)S(=O)(=O)C)O)C2(CCC2)CC)C#N 5-chloro-7-(1-ethylcyclobutyl)-2-{[(3S,4R)-3-hydroxy-1-methanesulfonylpiperidin-4-yl]amino}pyrrolo[2,1-f][1,2,4]triazine-6-carbonitrile